ClC1=C(C=C(OCC(=O)NC23CC(C2)(C3)NC(COC3=C(C=C(C=C3F)F)F)=O)C=C1)F 2-(4-chloro-3-fluorophenoxy)-N-{3-[2-(2,4,6-trifluorophenoxy)acetylamino]bicyclo[1.1.1]pentan-1-yl}acetamide